SC(CCO)(C)C 3-mercapto-3-methyl-butan-1-ol